OC(C(=O)C1=CC=CC=C1)C1=CC=CC=C1 2-hydroxy-1,2-diphenylethanone